Cl.Cl.ClC=1C=C(C=CC1)CNCCC1=CC=C(C=C1)NC(=N)C=1SC=CC1 N-[4-[2-[[(3-chlorophenyl)methyl]amino]ethyl]phenyl]-2-thiophenecarboximidamide dihydrochloride